CC1=C(C2=C(S1)[C@@]1(C[C@@H](N(CC1)CC=1C=NN(C1)CCS(=O)(=O)C)C)OCC2)CO [(2'S,7R)-2,2'-dimethyl-1'-[[1-(2-methylsulfonylethyl)pyrazol-4-yl]methyl]spiro[4,5-dihydrothieno[2,3-c]pyran-7,4'-piperidine]-3-yl]methanol